5-((2'-((((1R,2S)-1-(3,5-bis(trifluoromethyl)phenyl)-1-hydroxypropan-2-yl)(isopropyl)amino)methyl)-6-Methoxy-4-methyl-4'-(trifluoromethyl)-[1,1'-biphenyl]-3-yl)oxy)pentanoic acid FC(C=1C=C(C=C(C1)C(F)(F)F)[C@H]([C@H](C)N(C(C)C)CC1=C(C=CC(=C1)C(F)(F)F)C1=CC(=C(C=C1OC)C)OCCCCC(=O)O)O)(F)F